2-chloro-N-(1-(3,4,5-trimethoxyphenyl)-1H-imidazol-4-yl)-5,6,7,8-tetrahydroquinazolin-4-amine ClC1=NC=2CCCCC2C(=N1)NC=1N=CN(C1)C1=CC(=C(C(=C1)OC)OC)OC